4-([1,1'-biphenyl]-4-yl)-4-oxobutanoic acid C1(=CC=C(C=C1)C(CCC(=O)O)=O)C1=CC=CC=C1